N1(N=CC=C1)CC1=C(C(=C(C(=O)OC)C=C1)F)C1CC1 Methyl 4-((1H-pyrazol-1-yl)methyl)-3-cyclopropyl-2-fluorobenzoate